ClCC(=O)NC(C)(C)C=1N=C(SC1Cl)NS(=O)(=O)C1CC1 2-Chloro-N-(2-(5-chloro-2-(cyclopropanesulfonamido)thiazol-4-yl)propan-2-yl)acetamide